FC1(CN(C1)C1=NC(=NC=C1)NC(C1=C(C=C(C=C1)NS(=O)(=O)CCO)N1CCC2(CC2)CC1)=O)F N-(4-(3,3-difluoroazetidin-1-yl)pyrimidin-2-yl)-4-((2-hydroxyethyl)sulfonamido)-2-(6-azaspiro[2.5]octan-6-yl)benzamide